NC1=C(C=CC(=C1)OCCN1CCOCC1)O 2-amino-4-(2-morpholinoethoxy)phenol